ClC(C1=NC(=NO1)C1=CC(=C(CP(OCC)(=O)NC2=C(C=C(C=C2)F)F)C=C1)F)(F)F ethyl P-(4-(5-(chlorodifluoromethyl)-1,2,4-oxadiazol-3-yl)-2-fluorobenzyl)-N-(2,4-difluorophenyl)phosphonamidate